tert-butyl (2S,4R)-2-((1-ethyl-1H-pyrazol-3-yl) carbamoyl)-4-fluoropyrrolidine-1-carboxylate C(C)N1N=C(C=C1)NC(=O)[C@H]1N(C[C@@H](C1)F)C(=O)OC(C)(C)C